1-(4-((4-amino-5-(4-phenoxyphenyl)-7-(tetrahydrofuran-3-yl)-7H-pyrrolo[2,3-d]pyrimidin-6-yl)ethynyl)piperidin-1-yl)prop-2-en-1-one NC=1C2=C(N=CN1)N(C(=C2C2=CC=C(C=C2)OC2=CC=CC=C2)C#CC2CCN(CC2)C(C=C)=O)C2COCC2